C(C)(C)(C)OC(=O)N1C2CNCC1CC2.ClC=2N=C(C1=C(N2)SC=N1)N1CC2CCC(C1)N2C(=O)OC(C)(C)C tert-butyl 3-(5-chloro[1,3]thiazolo[5,4-d]pyrimidin-7-yl)-3,8-diazabicyclo[3.2.1]octane-8-carboxylate tert-butyl-3,8-diazabicyclo[3.2.1]octane-8-carboxylate